BrC1=C(C(OC(=C1)C(=O)OC)=O)OCC(COC)(C)C methyl 4-bromo-3-(3-methoxy-2,2-dimethylpropoxy)-2-oxo-2H-pyran-6-carboxylate